FCCCN1C[C@H](CC1)OC1=CC=C(C=N1)C1=C(CCCC2=C1C=CC(=C2)O)C2=CC=C(C=C2)OC(F)(F)F 5-[6-[(3S)-1-(3-fluoropropyl)pyrrolidin-3-yl]oxy-3-pyridyl]-6-[4-(trifluoromethoxy)phenyl]-8,9-dihydro-7H-benzo[7]annulen-2-ol